tert-butyl N-[2-[2-[2-[2-[2-[2-(2-aminoethoxy)ethoxy]ethoxy] ethoxy]ethoxy]ethoxy]-ethyl]-N-methyl-carbamate NCCOCCOCCOCCOCCOCCOCCN(C(OC(C)(C)C)=O)C